2-[2-(2-cyclopropylphenyl)pyrrolidin-1-yl]-7-azaspiro[3.5]nonane C1(CC1)C1=C(C=CC=C1)C1N(CCC1)C1CC2(C1)CCNCC2